S=[N+]=O thionitronium